NCC1=NN=C(O1)CC(=O)N1[C@@H](C[C@H](C1)F)C(=O)N[C@H](C1=CC=C(C=C1)C(C)C)C1=CC=CC=C1 (2S,4R)-1-{2-[5-(aminomethyl)-1,3,4-oxadiazol-2-yl]acetyl}-4-fluoro-N-[(S)-phenyl[4-(propan-2-yl)phenyl]methyl]pyrrolidine-2-carboxamide